1,2,4-triphenyl-2-(p-ethylphenyl)butane-1,4-dione C1(=CC=CC=C1)C(C(CC(=O)C1=CC=CC=C1)(C1=CC=C(C=C1)CC)C1=CC=CC=C1)=O